{7-[3-methyl-1-(oxetan-2-yl)-1H-pyrazol-5-yl]-4-(1-methyl-1H-pyrazol-5-yl)imidazo[1,5-b]pyridazin-2-yl}-8-oxa-3-azabicyclo[3.2.1]octane CC1=NN(C(=C1)C1=NC=C2N1N=C(C=C2C2=CC=NN2C)C21CNCC(CC2)O1)C1OCC1